ClC1=NC=CC2=C1CCS2(=O)=O 4-chloro-2,3-dihydro-1λ6-thieno[3,2-c]pyridine-1,1-dione